[Mn].[Cr].[Li].N(C(=N)N)C(=O)C=1C=C(C=CC1F)NC(C1=C(C=C(C(=C1)C1(CC1)O)C(F)(F)F)OC1=C(C=C(C=C1)F)C)=O N-(3-(guanidinoformyl)-4-fluorophenyl)-2-(4-fluoro-2-methylphenoxy)-5-(1-hydroxycyclopropyl)-4-(trifluoromethyl)benzamide lithium-chromium-MANGANESE